3,6,9,15-tetraazabicyclo[9.3.1]pentadec-1(15),11,13-triene C1=2CNCCNCCNCC(=CC=C1)N2